C(C)(C)(C)C1=NN2C(NC=3C(=C2)CN(C3)[C@H](COC)C)=C1 2-tert-butyl-6-[(2S)-1-methoxypropan-2-yl]-6,7-dihydro-4H-pyrazolo[1,5-a]pyrrolo[3,4-d]pyrimidine